methyl 2,2-dimethyl-3-piperazin-1-yl-propanoate CC(C(=O)OC)(CN1CCNCC1)C